1,1-dioxo-2,3-dihydrothiophen O=S1(CCC=C1)=O